FC=1C(=NN(C1)COCC[Si](C)(C)C)C1=CCN(CC1)C(=O)OC(C)(C)C tert-butyl 4-(4-fluoro-1-((2-(trimethylsilyl)ethoxy)methyl)-1H-pyrazol-3-yl)-5,6-dihydropyridine-1(2H)-carboxylate